tert-butyl hexahydro-1H-pyrrolo[3,4-c]pyridine-2(3H)-carboxylate C1N(CC2CNCCC21)C(=O)OC(C)(C)C